CN1C(N=CC2=C1C=CC(=N2)C(=O)O)=O 1-methyl-2-oxo-1,2-dihydropyrido[3,2-d]pyrimidine-6-carboxylic acid